((((1R,4R,5S)-2-azabicyclo[2.2.1]heptan-5-yl)oxy)methyl)-5,6,7,8-tetrahydroisoquinoline bis(2,2,2-trifluoroacetate) FC(C(=O)O)(F)F.FC(C(=O)O)(F)F.[C@H]12NC[C@H]([C@H](C1)OCC1=NC=CC=3CCCCC13)C2